N1CCC(CC1)C=S (piperidin-4-yl)methanethione